CN1C(C=C(C=C1)OB(O)O)=O (1-methyl-2-oxo-1,2-dihydropyridin-4-yl)boric acid